3-(6-(4-((4-(4-((1R,2S)-6-Hydroxy-2-phenyl-1,2,3,4-tetrahydronaphthalen-1-yl)-phenyl)piperidin-1-yl)methyl)piperidin-1-yl)-1-methyl-1H-indazol-3-yl)piperidine-2,6-dione OC=1C=C2CC[C@@H]([C@@H](C2=CC1)C1=CC=C(C=C1)C1CCN(CC1)CC1CCN(CC1)C1=CC=C2C(=NN(C2=C1)C)C1C(NC(CC1)=O)=O)C1=CC=CC=C1